4-((2-(1H-pyrazol-4-yl)ethyl)amino)-N-(2-(5-fluoropyridin-3-yl)ethyl)-5,6-dimethylpyrimidine N1N=CC(=C1)CCNC1=NCN(C(=C1C)C)CCC=1C=NC=C(C1)F